C1(CCCCC1)CNC(=O)C=1C(=NC(=CC1C)N1CCOCC1)SCC N-(Cyclohexyl-methyl)-2-ethylsulfanyl-4-methyl-6-morpholin-4-yl-pyridine-3-carboxylic acid amide